FC=1C=C(C(=C(C(=O)OC)C1)C#CC1=CC=C(C=C1)F)[N+](=O)[O-] methyl 5-fluoro-2-[2-(4-fluorophenyl)ethynyl]-3-nitrobenzoate